(S)-1-(3-(4-amino-3-((6-fluoro-1-methyl-1H-benzo[d]imidazol-5-yl)ethynyl)-7-(pyrimidin-4-yl)-1H-pyrazolo[4,3-c]pyridin-1-yl)pyrrolidin-1-yl)prop-2-en-1-one NC1=NC=C(C2=C1C(=NN2[C@@H]2CN(CC2)C(C=C)=O)C#CC2=CC1=C(N(C=N1)C)C=C2F)C2=NC=NC=C2